dimethyl 3-iodophthalate IC1=C(C(C(=O)OC)=CC=C1)C(=O)OC